7-{2-METHOXY-5-[(1S,5S)-2,4-DIOXA-3-BORATRICYCLO[3.3.3.01,5]UNDECAN-3-YL]PHENYL}CINNOLIN-4-AMINE COC1=C(C=C(C=C1)B1OC23C(O1)(CCC2)CCC3)C3=CC=C2C(=CN=NC2=C3)N